ClC(=C(OC)F)Cl 1,1-dichloro-2-fluoro-2-methoxyethene